N-((3R,4S)-3-(3-(Difluoromethyl)Pyrrolidin-1-Yl)Chroman-4-Yl)-6-(Trifluoromethyl)-7H-Pyrrolo[2,3-D]Pyrimidin-4-Amine FC(C1CN(CC1)[C@H]1COC2=CC=CC=C2[C@@H]1NC=1C2=C(N=CN1)NC(=C2)C(F)(F)F)F